ClC1=CC=C(C(=N1)C=1C=CC2=C(C=NOB2O)C1)N[C@H](C)C=1C=C(C=C2C(C(=C(OC12)N1CCC(CC1)(C)C)C)=O)C (R)-8-(1-((6-chloro-2-(1-hydroxy-1H-benzo[d][1,2,6]oxazaborinin-6-yl)pyridin-3-yl)amino)ethyl)-2-(4,4-dimethylpiperidin-1-yl)-3,6-dimethyl-4H-chromen-4-one